C(C)(C)(C)OC(=O)NCCCN1C=NC(=C1)C1=CC=C(OC[C@H](C(=O)OC(C)(C)C)O)C=C1 tert-Butyl (R)-3-(4-(1-(3-((tert-butoxycarbonyl)amino)propyl)-1H-imidazol-4-yl)phenoxy)-2-hydroxypropanoate